methyl 4-methylpiperidine-1,4-dicarboxylate CC1(CCN(CC1)C(=O)OC)C(=O)[O-]